CC1=C(C=CC=C1C)C(C)C=1N=CN(C1)C(=O)O 4-[1-(2,3-dimethylphenyl)ethyl]-1H-imidazole-1-carboxylic acid